CS(=O)(=O)CCCSC1=CC=C(C=C1)O 4-((3-(methylsulfonyl)propyl)thio)phenol